(3,4-dihydro-2H-benzo[b][1,4]oxazin-3-yl)((R)-8-methyl-3-(3-methyl-1,2,4-thiadiazol-5-yl)-5,6-dihydro-[1,2,4]triazolo[4,3-a]pyrazin-7(8H)-yl)methanone O1C2=C(NC(C1)C(=O)N1[C@@H](C=3N(CC1)C(=NN3)C3=NC(=NS3)C)C)C=CC=C2